COC1=CC=CC(=C1)[N+](=O)[O-] 2-Methoxy-4-nitrobenzene